CC1=C2C=C(NC2=CC=C1)C=O 4-METHYLINDOLE-2-CARBALDEHYDE